C1(=C2N(C=N1)CCC2)C(C(=O)NC=2SC=CN2)N2C(C1=CC(=CC(=C1C2)F)C#C)=O 2-(6,7-dihydro-5H-pyrrolo[1,2-c]imidazol-1-yl)-2-(6-ethynyl-4-fluoro-1-oxo-isoindolin-2-yl)-N-thiazol-2-yl-acetamide